2,3,3-trimethyl-3H-indol-5-yl bicyclo[2.2.1]hept-5-ene-2-carboxylate C12C(CC(C=C1)C2)C(=O)OC=2C=C1C(C(=NC1=CC2)C)(C)C